6-bromo-4,4-dimethyl-chroman-2-one BrC=1C=C2C(CC(OC2=CC1)=O)(C)C